tert-Butyl 4-(2-{[4-(5-cyclopropyl-1,2,4-oxadiazol-3-yl)-4-methylpiperidine-1-carbonyl]amino}phenyl)-1,4-diazepane-1-carboxylate C1(CC1)C1=NC(=NO1)C1(CCN(CC1)C(=O)NC1=C(C=CC=C1)N1CCN(CCC1)C(=O)OC(C)(C)C)C